2-(Cyanomethoxy)-4-ethylbenzonitrile C(#N)COC1=C(C#N)C=CC(=C1)CC